Quercitol C1[C@H]([C@@H](C([C@H]([C@@H]1O)O)O)O)O